NC1=C2N=CN(C2=NC(=N1)F)[C@H]1C[C@@H]([C@@](O1)(C#C)CO[P@](=O)(OC1=CC=CC=C1)N[C@@H](C)C(=O)OCC(CC)CC)OC(=O)OC(CCCC)CCCC 2-Ethylbutyl ((S)-(((2R,3S,5R)-5-(6-amino-2-fluoro-9H-purin-9-yl)-2-ethynyl-3-(((nonan-5-yloxy)carbonyl)oxy) tetrahydrofuran-2-yl)methoxy)(phenoxy)phosphoryl)-L-alaninate